(S)-4-(7-(((tert-Butyldiphenylsilyl)oxy)methyl)-2,3,4,7-tetrahydro-1H-azepin-1-yl)-2,5,7-trichloro-8-fluoropyrido[4,3-d]pyrimidine [Si](C1=CC=CC=C1)(C1=CC=CC=C1)(C(C)(C)C)OC[C@@H]1C=CCCCN1C=1C2=C(N=C(N1)Cl)C(=C(N=C2Cl)Cl)F